4-nonylbenzeneglycidyl ether C(CCCCCCCC)C1=CC=C(C=C1)C1C(COCC2C(O2)C2=CC=C(C=C2)CCCCCCCCC)O1